ClC1=NC=C(C(=C1)OCC1=CC=C(C=C1)OC)I 2-chloro-5-iodo-4-((4-methoxybenzyl)oxy)pyridine